C(C)OC1=C(C(CC(C1)(C)C)=O)C1=C(C=CC(=C1)C1=CC=C(C=C1)OC1CCNCC1)C 3-ethoxy-5,5-dimethyl-2-[2-methyl-5-[4-(4-piperidyloxy)phenyl]phenyl]cyclohex-2-en-1-one